2-Bromo-5-(trifluoromethyl)benzoic acid methyl ester COC(C1=C(C=CC(=C1)C(F)(F)F)Br)=O